2-[1-(4-azaspiro[2.5]octan-7-yl)pyrazol-4-yl]quinoxaline C1CC12NCCC(C2)N2N=CC(=C2)C2=NC1=CC=CC=C1N=C2